6-(4-((1-(2-(2,6-dioxopiperidin-3-yl)-1,3-dioxoisoindolin-5-yl)piperidin-4-yl)methyl)piperazin-1-yl)pyridin O=C1NC(CCC1N1C(C2=CC=C(C=C2C1=O)N1CCC(CC1)CN1CCN(CC1)C1=CC=CC=N1)=O)=O